ClC1=C(C=CC=C1Cl)SC=1C=2N(C(=NC1)N1CCC3(CC[C@@H]3N)CC1)C=NN2 (S)-7-(8-((2,3-dichlorophenyl)thio)-[1,2,4]triazolo[4,3-c]pyrimidin-5-yl)-7-azaspiro[3.5]nonan-1-amine